COC1=CC=C(C2=CC=CC=C12)C(CC1=CC(=C(C=C1)OC)I)=O 1-(4-methoxynaphthalene-1-yl)-2-(3-iodo-4-methoxyphenyl)ethane-1-one